N-(5-fluoropyridin-3-yl)-3-(2-(4-methylpiperazin-1-yl)pyridin-4-yl)-1H-pyrrolo[2,3-b]pyridine-5-carboxamide FC=1C=C(C=NC1)NC(=O)C=1C=C2C(=NC1)NC=C2C2=CC(=NC=C2)N2CCN(CC2)C